C1(CC1)C=1NC2=C(C=C(C=C2C1C=O)C)F 2-CYCLOPROPYL-7-FLUORO-5-METHYL-1H-INDOLE-3-CARBOXALDEHYDE